C(C1=CC=CC=C1)N1C2(COC2)CNC(C1)=S 5-benzyl-2-oxa-5,8-diazaspiro[3.5]nonane-7-thione